COC1=C(C=C2C(=CC=NC2=C1)N1CCC(CC1)C(CN)C)N1CCOCC1 2-(1-(7-methoxy-6-morpholinoquinolin-4-yl)piperidin-4-yl)propan-1-amine